C(C=C)(=O)N1C[C@@H](CCC1)C(=O)N(C)CC(=O)N1CCN(CC1)C1=NC(=NC(=N1)C=1C(=NC(=NC1)N)C(F)F)N1CCOCC1 (R)-1-acryloyl-N-(2-(4-(4-(2-amino-4-(difluoromethyl)pyrimidin-5-yl)-6-morpholino-1,3,5-triazin-2-yl)piperazin-1-yl)-2-oxoethyl)-N-methylpiperidine-3-carboxamide